3,6-divinylbenzene C(=C)C=1C=CC(=CC1)C=C